tert-butyl 4-(2-chloro-5-fluoropyridin-3-yl)piperazine-1-carboxylate ClC1=NC=C(C=C1N1CCN(CC1)C(=O)OC(C)(C)C)F